di-tert-butyl(3-methyl-2,2-diphenylcyclopropyl)phosphane C(C)(C)(C)P(C1C(C1C)(C1=CC=CC=C1)C1=CC=CC=C1)C(C)(C)C